methyl (R)-5-(4-((4-((1-(6-(1-(4-cyano-3-(trifluoromethyl)phenyl)piperidin-4-carboxamido)pyridin-3-yl)piperidin-4-yl)methyl)-3-methylpiperazin-1-yl)methyl)piperidin-1-yl)picolinate C(#N)C1=C(C=C(C=C1)N1CCC(CC1)C(=O)NC1=CC=C(C=N1)N1CCC(CC1)CN1[C@@H](CN(CC1)CC1CCN(CC1)C=1C=CC(=NC1)C(=O)OC)C)C(F)(F)F